(3aR,6R,6aR)-6-(3-(Isothiazol-4-yl)phenyl)-2,2-dimethyltetrahydro-4H-cyclopenta[d][1,3]dioxol-4-one S1N=CC(=C1)C=1C=C(C=CC1)[C@H]1CC([C@H]2[C@@H]1OC(O2)(C)C)=O